CN(CC(=O)N1CCC(CC1)C=1C=C2C(=C(NC2=CC1)C1=CC=2N(C(=C1)C)C=NC2)C(C)C)C 2-(dimethylamino)-1-(4-(3-isopropyl-2-(5-methylimidazo[1,5-a]pyridin-7-yl)-1H-indol-5-yl)piperidin-1-yl)ethan-1-one